BrC=1C=CC2=C(SC(=C2)C[C@H](C(=O)OC(C)(C)C)[C@@H]2CN(CC2)C(=O)OC(C)(C)C)C1 tert-butyl (R)-3-((S)-3-(6-bromobenzo[b]thiophene-2-yl)-1-(tert-butoxy)-1-oxopropane-2-yl)pyrrolidine-1-carboxylate